7-benzyl-2,7-diazaspiro[4.4]nonane-1,3-dione C(C1=CC=CC=C1)N1CC2(CC(NC2=O)=O)CC1